N2-(6-((2S,6R)-2,6-dimethylmorpholino)-2-ethylpyridin-3-yl)spiro[3.3]heptane-2,6-diamine C[C@@H]1O[C@@H](CN(C1)C1=CC=C(C(=N1)CC)NC1CC2(C1)CC(C2)N)C